C(CCCCCCCC)(=O)[C@@](CO)(O)[C@@H](O)[C@H](O)[C@H](OC(CCCCCCCC)=O)CO 2,5-O-dinonanoyl-sorbitol